O=C1NC(CCC1N1C(C2=CC=C(C=C2C1=O)N1CCN(CC1)CCOCCN1[C@H](CN(CC1)C1=NC=NC(=C1)C1=NNC2=CC=C(C=C12)OC1(CC1)C)C)=O)=O 2-(2,6-dioxo-3-piperidyl)-5-[4-[2-[2-[(2S)-2-methyl-4-[6-[5-(1-methylcyclopropoxy)-1H-indazol-3-yl]pyrimidin-4-yl]piperazin-1-yl]ethoxy]ethyl]piperazin-1-yl]isoindoline-1,3-dione